1-(3-Cyclopropyl-4-(4-methylpiperazin-1-yl)phenyl)propan-1-one C1(CC1)C=1C=C(C=CC1N1CCN(CC1)C)C(CC)=O